tert-butyl (R)-3-(4-(3H-[1,2,3]triazolo[4,5-b]pyridin-3-yl)-N-(6-bromoisoquinolin-1-yl)-2-fluorobenzamido)piperidine-1-carboxylate N1=NN(C2=NC=CC=C21)C2=CC(=C(C(=O)N(C1=NC=CC3=CC(=CC=C13)Br)[C@H]1CN(CCC1)C(=O)OC(C)(C)C)C=C2)F